ClC=1C=C2C=C(NC2=CC1OCC[C@@H]1OCCC1)CNC(=O)C1(CC1)C (R)-N-((5-chloro-6-(2-(tetrahydrofuran-2-yl)ethoxy)-1H-indol-2-yl)methyl)-1-methylcyclopropane-1-carboxamide